ClC1=C(C=CC(=C1)NC=1C=2N(C=CN1)C(=CN2)C2=CC=C(C=C2)OC)NC(C)=O N-[2-chloro-4-[[3-(4-methoxyphenyl)imidazo[1,2-a]pyrazin-8-yl]amino]phenyl]acetamide